C1(CCC(CCCC(CCCC1)C=O)C=O)C=O Cyclododecan-1,4,8-Tricarbaldehyd